rac-N-[(3S,4R)-1-(4-acetyl-piperazine-1-carbonyl)-4-(4-fluoro-phenyl)-pyrrolidin-3-yl]-2-(3,5-bis-trifluoromethyl-phenyl)-N-methyl-isobutyramide C(C)(=O)N1CCN(CC1)C(=O)N1C[C@H]([C@@H](C1)C1=CC=C(C=C1)F)N(C(C(C)(C)C1=CC(=CC(=C1)C(F)(F)F)C(F)(F)F)=O)C |r|